2-(1,4-oxazepan-4-yl)-N-(3-sulfamoylphenyl)-5-(trifluoromethyl)-pyridine-3-carboxamide O1CCN(CCC1)C1=NC=C(C=C1C(=O)NC1=CC(=CC=C1)S(N)(=O)=O)C(F)(F)F